2-chloro-N-[4-(7-morpholinoquinazolin-5-yl)oxy-cyclohexyl]pyrimidin-4-amine ClC1=NC=CC(=N1)NC1CCC(CC1)OC1=C2C=NC=NC2=CC(=C1)N1CCOCC1